tert-butyl (E)-(3-fluoro-2-(((3-(thiazol-2-yl)phenyl)sulfonyl)methyl)allyl)carbamate F/C=C(\CNC(OC(C)(C)C)=O)/CS(=O)(=O)C1=CC(=CC=C1)C=1SC=CN1